1,4-BIS(CHLOROMETHYL)-2-METHYLBENZENE ClCC1=C(C=C(C=C1)CCl)C